2-[(1-hydroxy-2-methylpropan-2-yl)amino]-5-[5-(1-methyl-1H-1,3-benzodiazol-6-yl)-1,3,4-oxadiazol-2-yl]benzonitrile OCC(C)(C)NC1=C(C#N)C=C(C=C1)C=1OC(=NN1)C=1C=CC2=C(N(C=N2)C)C1